(E)-1,2-di(pyridine-4-yl)ethene N1=CC=C(C=C1)\C=C\C1=CC=NC=C1